CC1=NC=CC(=N1)NC1=NC=CC(=C1)C1=CC(NC(=C1)N1C(CCCC1)C(F)(F)F)=O 4-[2-[(2-Methylpyrimidin-4-yl)amino]-4-pyridyl]-6-[2-(trifluoromethyl)-1-piperidyl]-1H-pyridin-2-on